COC(C1=NC=C(C(=C1)C)N1C(NC2=C1C(=CC=C2)C)=O)=O 4-methyl-5-(7-methyl-2-oxo-2,3-dihydro-1H-benzo[d]imidazol-1-yl)picolinic acid methyl ester